FC1=C(C(=C(N)C(=C1)F)[N+](=O)[O-])C 4,6-difluoro-3-methyl-2-nitroaniline